carbamoylamino methyl thiosulfate S(=S)(=O)(ONC(N)=O)OC